CN(CC(CCN(CCCCCC(=O)OCCCC(CCCCCC)CCCCCC)CCCCCC(=O)OCCCC(CCCCCC)CCCCCC)O)C bis(4-hexyldecyl) 6,6'-((4-(dimethylamino)-3-hydroxybutyl) azanediyl)dihexanoate